CC1(OB(OC1(C)C)C=1C(=NC=CC1)N)C 3-(4,4,5,5-tetramethyl-1,3,2-dioxaborolan-2-yl)pyridin-2-amine